(3R)-3-(4-benzylthio-N-t-butoxycarbonyl-3-methoxy-anilino)piperidine-1-carboxylic acid tert-butyl ester C(C)(C)(C)OC(=O)N1C[C@@H](CCC1)N(C1=CC(=C(C=C1)SCC1=CC=CC=C1)OC)C(=O)OC(C)(C)C